CN1N=C(C(=C1C1=NC(=NC=C1)N1CCNCC1)C)N 1,4-dimethyl-5-(2-(piperazin-1-yl)pyrimidin-4-yl)-1H-pyrazol-3-amine